NC1=C(C=CC=C1)C1=CC(=NN1)NCC1=C(C(=CC(=C1Cl)OC)OC)Cl 5-(2-aminophenyl)-N-(2,6-dichloro-3,5-dimethoxybenzyl)-1H-pyrazol-3-amine